(1R,2R,6S)-2-azido-7-oxabicyclo[4.1.0]Heptane N(=[N+]=[N-])[C@H]1[C@H]2O[C@H]2CCC1